ClC=1C(=CC(=C(OCC(=O)NC)C1)F)CC1=C(C(=C(C=C1)O)C(C)C)F 2-(5-chloro-2-fluoro-4-(2-fluoro-4-hydroxy-3-isopropylbenzyl)phenoxy)-N-methylacetamide